NC(=O)C1=CC=CC2=CN(N=C12)C1=CC=C(C=C1)NC(=O)C1C[NH2+]CCC1 3-[({4-[7-(aminocarbonyl)-2H-indazole-2-yl]phenyl}amino)carbonyl]piperidinium